4-((4-(5-(2,4-difluorophenoxy)-2,2-dimethylpentanoyl)piperazin-1-yl)sulfonyl)benzoic acid FC1=C(OCCCC(C(=O)N2CCN(CC2)S(=O)(=O)C2=CC=C(C(=O)O)C=C2)(C)C)C=CC(=C1)F